2-[1H-benzimidazol-2-yl-(5-fluoro-2-hydroxy-phenyl)methyl]-7-[4-(1-methyl-4-piperidyl)phenyl]isoquinolin-1-one N1C(=NC2=C1C=CC=C2)C(N2C(C1=CC(=CC=C1C=C2)C2=CC=C(C=C2)C2CCN(CC2)C)=O)C2=C(C=CC(=C2)F)O